1-(4-bromo-3-methoxyphenyl)-4,5-dihydro-3H-isothiazole 1-oxide BrC1=C(C=C(C=C1)S1(NCCC1)=O)OC